6-chloro-4-((6-chloro-5-(hydroxymethyl)-2-(methylthio)pyrimidin-4-yl)methyl)-1-methylisochroman-4-ol ClC=1C=C2C(COC(C2=CC1)C)(O)CC1=NC(=NC(=C1CO)Cl)SC